Cl.N=1C=CN2C1SC1=C2C=CC(=C1)C(=O)N benzo[d]imidazo[2,1-b]thiazole-7-carboxamide hydrochloride